tert-butyl 4-[3-chloro-6-(2-oxoimidazolidin-1-yl)-2-quinolyl]piperazine-1-carboxylate ClC=1C(=NC2=CC=C(C=C2C1)N1C(NCC1)=O)N1CCN(CC1)C(=O)OC(C)(C)C